2-benzyl-2-azaspiro[3.3]heptan-6-yl (2R,6S)-4-(5-fluoro-1,3-benzothiazol-2-yl)-2,6-dimethylpiperazine-1-carboxylate FC=1C=CC2=C(N=C(S2)N2C[C@H](N([C@H](C2)C)C(=O)OC2CC3(CN(C3)CC3=CC=CC=C3)C2)C)C1